N-(2,2-dimethoxyethyl)-N-phenylethenesulfonamide COC(CN(S(=O)(=O)C=C)C1=CC=CC=C1)OC